C(C1=CC=CC=C1)OC=1C(C(=CN2N3[C@@H](C=C[C@@H](N(C(C21)=O)C3)C)CC(F)(F)F)C(=O)NCC3=C(C=C(C=C3F)F)F)=O (1S,2R,5S)-8-(benzyloxy)-5-methyl-7,9-dioxo-N-(2,4,6-trifluorobenzyl)-2-(2,2,2-trifluoroethyl)-2,5,7,9-tetrahydro-1,6-methanopyrido[1,2-b][1,2,5]triazonine-10-carboxamide